CC1(OC=2C=C(C(=C(C2C2C1CCC(=C2)C)O)C2=NN=NN2)CCCCC)C 6,6,9-trimethyl-3-pentyl-2-(1H-tetrazol-5-yl)-6a,7,8,10a-tetrahydro-6H-benzo[c]chromen-1-ol